(2R,3R,4R)-2-(6-Amino-8-(benzo[d]thiazol-2-yl)-2-(hex-1-yn-1-yl)-9H-purin-9-yl)tetrahydrofuran-3,4-diol NC1=C2N=C(N(C2=NC(=N1)C#CCCCC)[C@@H]1OC[C@H]([C@H]1O)O)C=1SC2=C(N1)C=CC=C2